C(C1=CC=CC=C1)OC1(C2=NN=C(C=3C(=CC(=C(N4CCC[C@H]4CC=CCC1)N3)C=3C=NNC3)[N+](=O)[O-])O2)C(F)(F)F (12S)-6-(Benzyloxy)-20-nitro-18-(1H-pyrazol-4-yl)-6-(trifluoromethyl)-22-oxa-3,4,16,21-tetraazatetracyclo[15.3.1.12,5.012,16]docosa-1(21),2,4,9,17,19-hexaene